IC1=C(C2=CC=CC=C2C=C1OCCCOC1OCCCC1)C#N 2-iodo-3-{[3-(3,4,5,6-tetrahydro-2H-pyran-2-yloxy)propyl]Oxy}naphthalene-1-carbonitrile